C(CCCCC(C)C)OC(C(=O)O)=O oxalic acid monoisooctyl ester